Cl.C(C1=CC=CC=C1)SC1=C2C=C(N=CC2=CC2=C1CC(C2)C(=O)O)C2CC2 5-Benzylthio-3-cyclopropyl-7,8-dihydro-6H-cyclopenta[g]Isoquinoline-7-carboxylic acid hydrochloride